C(C)(C)(C)OC(N[C@@H]1CN(CC1)C1=C(C(=CC=C1[N+](=O)[O-])F)N)=O.NC=1C(=NC(=C(C1)F)OCC1=CC=C(C=C1)F)NC(C(C)C)=O N-(3-amino-6-((4-fluorobenzyl)oxy)-5-fluoropyridin-2-yl)isobutyramide (S)-tert-Butyl-1-(2-amino-3-fluoro-6-nitrophenyl)pyrrolidin-3-ylcarbamate